(2E)-4-(dimethylamino)-1-[3-({[4-(3-phenyl-1H-pyrrolo[3,2-b]pyridin-2-yl)pyridin-3-yl]oxy}methyl)morpholin-4-yl]but-2-en-1-one CN(C/C=C/C(=O)N1C(COCC1)COC=1C=NC=CC1C1=C(C2=NC=CC=C2N1)C1=CC=CC=C1)C